CN1N=C(C2=CC(=CC=C12)B1OC(C(O1)(C)C)(C)C)C 1,3-dimethyl-5-(4,4,5,5-tetramethyl-[1,3,2]dioxaborolan-2-yl)-1H-indazole